ClC=1C(=C(C=CC1)NC1=C(NC2=C1C(NCC21CCN(CC1)C(=O)O)=O)C1=C(C=NC=C1)F)OC 3'-[(3-chloro-2-methoxyphenyl)amino]-2'-(3-fluoropyridin-4-yl)-4'-oxo-5',6'-dihydro-1'h-spiro[piperidine-4,7'-pyrrolo[3,2-c]pyridine]-1-carboxylic acid